1-isopropyl-4-methyl-cyclohexa-1,3-diene C(C)(C)C1=CC=C(CC1)C